FC(N1C(C(=CC=C1)C(=O)NC=1C(=CC=2N(C1)C=C(N2)CCS(=O)(=O)C)OC)=O)F 1-(difluoromethyl)-N-[7-methoxy-2-(2-methylsulfonylethyl)imidazo[1,2-a]pyridin-6-yl]-2-oxo-pyridine-3-carboxamide